L-lactate C([C@@H](O)C)(=O)[O-]